ethyl 3,4,5-trifluorobenzoate FC=1C=C(C(=O)OCC)C=C(C1F)F